[C-]#N.C[NH+]1CC(CCC1)CC 1-Methyl-3-ethylpiperidinium cyanid